ClC=1C=C(C=CC1F)C(=C=C)P(C1=CC=CC=C1)(C1=CC=CC=C1)=O (1-(3-chloro-4-fluorophenyl)propa-1,2-dien-1-yl)diphenylphosphine oxide